4-(8-((benzyloxy)carbonyl)-3,8-diazabicyclo[3.2.1]oct-3-yl)-2-(methylsulfanyl)-5,6-dihydropyrido[3,4-d]pyrimidine-7(8H)-carboxylic acid tert-butyl ester C(C)(C)(C)OC(=O)N1CC=2N=C(N=C(C2CC1)N1CC2CCC(C1)N2C(=O)OCC2=CC=CC=C2)SC